N-[(2S)-4-{[(2R)-6-chloro-4-oxo-3,4-dihydro-2H-1-benzopyran-2-carbonyl]amino}-2-hydroxybicyclo[2.2.2]octan-1-yl]-4-methyl-1,3-thiazole-2-carboxamide ClC=1C=CC2=C(C(C[C@@H](O2)C(=O)NC23C[C@@H](C(CC2)(CC3)NC(=O)C=3SC=C(N3)C)O)=O)C1